((1R,3R)-3-(4-(3-(1,2,4-oxadiazol-3-yl)-5-(trifluoromethyl)pyridin-2-yl)piperazine-1-carbonyl)cyclobutyl)carbamic acid tert-butyl ester C(C)(C)(C)OC(NC1CC(C1)C(=O)N1CCN(CC1)C1=NC=C(C=C1C1=NOC=N1)C(F)(F)F)=O